1-(4-(1-(2,6-dichlorophenyl)azetidin-3-yl)-2,6-dimethylbenzyl)pyrrolidine-3-carboxylate ClC1=C(C(=CC=C1)Cl)N1CC(C1)C1=CC(=C(CN2CC(CC2)C(=O)[O-])C(=C1)C)C